bis(acetoxy)ammoniodichloro(cyclohexylamine) platinum (IV) [Pt+4].C(C)(=O)O[NH+](OC(C)=O)C1(CCCCC1)N(Cl)Cl